ClC=1C=C(C=CC1)C(CO)NC(=O)C=1N=CN(C1)C1=NC(=NC=C1C)NC1CCOCC1 N-(1-(3-chlorophenyl)-2-hydroxyethyl)-1-(5-methyl-2-((tetrahydro-2H-pyran-4-yl)-amino)pyrimidin-4-yl)-1H-imidazole-4-amide